(2S)-1-[(2S)-6-amino-2-[[(1S)-1-carboxy-3-cyclohexylpropyl]amino]hexanoyl]pyrrole-2-carboxylic acid C1CCC(CC1)CC[C@@H](C(=O)O)N[C@@H](CCCCN)C(=O)N2CCC[C@H]2C(=O)O